methyl (S)-3-allyl-5-nitro-3,4-dihydro-2H-benzo[b][1,4]oxazine-7-carboxylate C(C=C)[C@@H]1NC2=C(OC1)C=C(C=C2[N+](=O)[O-])C(=O)OC